BrC=1C=C2C(=C(N(C2=CC1)C1CC(C1)C(=O)O)C=1C(=NC=CC1)[C@H](C)OC)CC(CO[Si](C1=CC=CC=C1)(C1=CC=CC=C1)C(C)(C)C)(C)C (S)-3-(5-bromo-3-(3-((tert-butyldiphenylsilyl)oxy)-2,2-dimethylpropyl)-2-(2-(1-methoxyethyl)pyridin-3-yl)-1H-indol-1-yl)cyclobutane-1-carboxylic acid